OC1(N(C2=CC(=CC=C2C1=O)C)C1=CC=C(C=C1)C)C1=CC=CC=C1 2-Hydroxy-6-methyl-1-(4-methylphenyl)-2-phenyl-2,3-dihydro-1H-indol-3-one